BrC1=CC=CC2=C1SC(=C2CC(F)(F)F)C=C2CCC(CC2)NS(=O)(=O)C N-(4-((7-bromo-3-(2,2,2-trifluoroethyl)benzo[b]thiophen-2-yl)methylene)cyclohexyl)methanesulfonamide